[I-].[I-].C(C)[SiH](CC)[Zr+2](C1C(=CC2=CC=CC=C12)CCCC)C1C(=CC2=CC=CC=C12)CCCC diethylsilyl-bis(butylindenyl)zirconium diiodide